C(C=1C(CO)=CN=C(C)C1O)N[C@@H](CCCCN)C(=O)O pyridoxyl-lysine